C1(CC1)C(C)N(C(=O)OCC1=C(C=NN1C)C1=CC=C(C=N1)O[C@@H]1C[C@H](CCC1)C(=O)O)C (1S,3S)-3-((6-(5-((((1-cyclopropyl-ethyl)(methyl)carbamoyl)oxy)methyl)-1-methyl-1H-pyrazol-4-yl)pyridin-3-yl)oxy)cyclohexane-1-carboxylic acid